C(C)(C)(C)OC(NCC=1OC2=C(C1)C=C(C=C2O)C2=NC=C(C=C2)C(=O)N2CCC(CC2)(F)F)=O (5-(5-(4,4-Difluoropiperidin-1-carbonyl)pyridin-2-yl)-7-hydroxybenzofuran-2-yl)methylcarbamic acid tert-butyl ester